BrC1=CC(=NC=C1)CO 4-bromopyridin-2-yl-methanol